[1-[(1R)-1-[3-[[(1R,2R)-2-hydroxyindan-1-yl]carbamoyl]phenyl]-3-methoxy-propyl]-4,4-dimethyl-6-oxo-hexahydropyrimidin-2-ylidene]ammonium O[C@H]1[C@@H](C2=CC=CC=C2C1)NC(=O)C=1C=C(C=CC1)[C@@H](CCOC)N1C(NC(CC1=O)(C)C)=[NH2+]